N1C(=NC=C1)C1=CC=C(C=C1)C=1C2=C(N=C(N1)N1[C@H](CC1)C)CCC2 4-[4-(1H-imidazol-2-yl)phenyl]-2-[(2S)-2-methylazetidin-1-yl]-6,7-dihydro-5H-cyclopenta[d]pyrimidine